Methyl 3-nitrodibenzo[b,e][1,4]dioxin-2-carboxylate [N+](=O)([O-])C=1C(=CC2=C(OC3=C(O2)C=CC=C3)C1)C(=O)OC